N1=C(C=CC=C1)C=1N=C(SC1)NC=1C=C(C(=O)N)C=CN1 2-(4-(pyridin-2-yl)thiazol-2-ylamino)isonicotinamide